p-phenylene dibutyrate C(CCC)(=O)OC1=CC=C(C=C1)OC(CCC)=O